N-(1'-(3-(cyclopentylsulfonyl)benzoyl)spiro[cyclohexane-1,3'-indolin]-5'-yl)methanesulfonamide C1(CCCC1)S(=O)(=O)C=1C=C(C(=O)N2CC3(C4=CC(=CC=C24)NS(=O)(=O)C)CCCCC3)C=CC1